3-((2R,6S)-2,6-bis(3-methylpyridin-2-yl)piperidin-1-yl)-N-methylpropan-1-amine CC=1C(=NC=CC1)[C@@H]1N([C@@H](CCC1)C1=NC=CC=C1C)CCCNC